FC(CCC1=NN=C(S1)C(=O)NCC=1C=NC=C(C1)C(F)(F)F)CN1N=NC(=C1)C(NCCC(F)(F)F)=O 5-(3-fluoro-4-{4-[(3,3,3-trifluoropropyl)carbamoyl]-1H-1,2,3-triazol-1-yl}butyl)-N-{[5-(trifluoromethyl)pyridin-3-yl]methyl}-1,3,4-thiadiazole-2-carboxamide